CC1=CC(=NC(N1[C@H]1[C@H](O)[C@H](O)[C@@H](CO)O1)=O)N 6-methyl-cytidine